(S)-N-(4-(2,5-difluorophenyl)-2-(3-fluoropyrrolidin-1-yl)pyridin-3-yl)acetamide FC1=C(C=C(C=C1)F)C1=C(C(=NC=C1)N1C[C@H](CC1)F)NC(C)=O